FC1(CC(N(C1)C(=O)OC(C)(C)C)C1=C(C=CC(=C1)C(=O)OC)C)F tert-butyl 4,4-difluoro-2-(5-(methoxycarbonyl)-2-methylphenyl)pyrrolidine-1-carboxylate